FC=1C=C(C=C(C1)F)C=1C(=C(N=NC1)C(=O)OC)N1CC2(CCCN2C(=O)OC(C)(C)C)CC1 tert-butyl 7-(5-(3,5-difluorophenyl)-3-(methoxycarbonyl)pyridazin-4-yl)-1,7-diazaspiro[4.4]nonane-1-carboxylate